CC=1C(=C2C=CN(C2=C(C1)C)S(=O)(=O)C1=CC=C(C)C=C1)CO (5,7-Dimethyl-1-tosyl-1H-indol-4-yl)methanol